ClC=1C=C(C(=O)NC2=NNC(=C2)C(=O)NC2CCCCC2)C=CC1OC 3-[(3-chloro-4-methoxy-benzoyl)amino]-N-cyclohexyl-1H-pyrazole-5-carboxamide